2-(2-((trifluoromethoxy)methyl)pyrrolidin-1-yl)-N-((2-(trifluoromethyl)pyridin-3-yl)methyl)pyrido[2,3-d]pyrimidin-4-amine FC(OCC1N(CCC1)C=1N=C(C2=C(N1)N=CC=C2)NCC=2C(=NC=CC2)C(F)(F)F)(F)F